Trifluoro-3-iodopropane FC(CCI)(F)F